BrC1=CC=C2CCNC2=C1F 6-bromo-7-fluoro-2,3-dihydro-1H-indole